[C@H]12CNC[C@H](CC1)N2C(=O)OCC=C prop-2-en-1-yl (1R,5S)-3,8-diazabicyclo[3.2.1]octane-8-carboxylate